(S)-N-benzyl-2-chloro-N-(4-(4-(4-(2-(4-(4-chlorophenyl)-2,3,9-trimethyl-6H-thieno[3,2-f][1,2,4]triazolo[4,3-a][1,4]diazepin-6-yl)acetamido)butoxy)phenoxy)phenyl)acetamide C(C1=CC=CC=C1)N(C(CCl)=O)C1=CC=C(C=C1)OC1=CC=C(C=C1)OCCCCNC(C[C@H]1C=2N(C3=C(C(=N1)C1=CC=C(C=C1)Cl)C(=C(S3)C)C)C(=NN2)C)=O